CC1=C(C#N)C(=CC(=C1)[N+](=O)[O-])C 2,6-dimethyl-4-nitrobenzonitrile